4,4'-(1,10-phenanthroline-3,8-diyl)dibenzoaldehyde N1=CC(=CC2=CC=C3C=C(C=NC3=C12)C1=CC=C(C=O)C=C1)C1=CC=C(C=O)C=C1